{1-[(3R,4R)-3-fluorooxan-4-yl]-3-(4-fluorophenyl)-1H-pyrazol-4-yl}-6-phenylfuro[2,3-d]pyrimidine F[C@H]1COCC[C@H]1N1N=C(C(=C1)C=1N=CC2=C(N1)OC(=C2)C2=CC=CC=C2)C2=CC=C(C=C2)F